2-amino-N-((1R)-1-(2-fluoro-4-pyridinyl)ethyl)-3-methyl-N-((5-(trifluoromethyl)-2-pyridinyl)methyl)-6-quinolinecarboxamide NC1=NC2=CC=C(C=C2C=C1C)C(=O)N(CC1=NC=C(C=C1)C(F)(F)F)[C@H](C)C1=CC(=NC=C1)F